sodium N-(2-methyl-4-nitrophenyl)sulfonamide CC1=C(C=CC(=C1)[N+](=O)[O-])NS(=O)=O.[Na]